The molecule is a 2,3-dehydroamino acid that is alanine which has been dehydrogenated to introduce a double bond between positions 2 and 3. It has a role as an alkylating agent, a human metabolite and a mouse metabolite. It is an enamine, an alpha,beta-unsaturated monocarboxylic acid, a non-proteinogenic alpha-amino acid and a 2,3-dehydroamino acid. It is a conjugate acid of a 2-aminoacrylate. It is a tautomer of a 2-ammonioprop-2-enoate, a 2-iminopropionic acid and a 2-iminiopropionate. C=C(C(=O)O)N